(3S,5R)-3-Amino-5-methyl-octanoic acid N[C@H](CC(=O)O)C[C@@H](CCC)C